C[C@@H]1O[C@@H](CN(C1)C1=CC=CC(=N1)C1=NC2=CC(=NC=C2C=C1)CC(=O)NC1=NC(=CC=C1)S(=O)(=O)C)C 2-(2-(6-((cis)-2,6-dimethylmorpholino)pyridin-2-yl)-1,6-naphthyridin-7-yl)-N-(6-(methylsulfonyl)pyridin-2-yl)acetamide